C1=C(C=CC2=CC=CC=C12)N(C1=CC=C(C=C1)N(C1=CC=CC=C1)C1=CC2=CC=CC=C2C=C1)C1=CC=CC=C1 N,N'-bis(naphthalen-2-yl)-N,N'-diphenyl-benzene-1,4-diamine